(2E)-3-[3-(1H-Benzotriazol-1-ylmethyl)-4-methoxyphenyl]-1-(4-hydroxyphenyl)prop-2-en-1-one N1(N=NC2=C1C=CC=C2)CC=2C=C(C=CC2OC)/C=C/C(=O)C2=CC=C(C=C2)O